C(N)(OC(C)(C)C)=O.C(N)(OC(C)(C)C)=O.C(N)(OC(C)(C)C)=O tri-tert-butyl tricarbamate